isodecyl palmitate (isodecyl palmitate) C(CCCCCCC(C)C)C(C(=O)O)CCCCCCCCCCCCCC.C(CCCCCCCCCCCCCCC)(=O)OCCCCCCCC(C)C